CC1=CC=CC(=N1)C1=C(N=CN1)C=1C=C2C=C(C=NC2=CC1)C1=NC=C(C=N1)C(=O)O 2-[6-[5-(6-methyl-2-pyridyl)-1H-imidazol-4-yl]-3-quinolyl]pyrimidine-5-carboxylic acid